Methyl (2e)-2-[2-[[(E)-1-(3,5-dichlorophenyl)ethylideneamino]oxymethyl]-3-methyl-phenyl]-2-methoxyimino-acetate ClC=1C=C(C=C(C1)Cl)\C(\C)=N\OCC1=C(C=CC=C1C)\C(\C(=O)OC)=N/OC